CCN1C[C@@]2(CC[C@@H]([C@@]34[C@@H]2C[C@@H](C31)[C@]5(C[C@@H]([C@H]6C[C@@H]4[C@@H]5[C@H]6O)OC)O)O)COC The molecule is a diterpene alkaloid that is aconitane bearing hydroxy groups at the 1alpha, 8, and 14alpha positions and substituted at on the nitrogen and at positions 4 and 16beta by ethyl, methoxymethyl, and methoxy groups, respectively. It has a role as a plant metabolite. It is a diterpene alkaloid, a triol, a diether, a bridged compound, a tertiary amino compound, a tertiary alcohol, a secondary alcohol and an organic heteropolycyclic compound. It derives from a hydride of an aconitane.